8-amino-3-(hydroxymethyl)-7-(3-methoxy-2,6-dimethylphenyl)-7H-imidazo[1,2-c]pyrrolo[3,2-e]pyrimidine-9-carboxamide NC1=C(C=2C=3N(C=NC2N1C1=C(C(=CC=C1C)OC)C)C(=CN3)CO)C(=O)N